6-[5-Methyl-1-[1-[(3S)-pyrrolidin-3-yl]azetidin-3-yl]pyrazol-4-yl]-4-[[(1R)-1-(2-pyridyl)ethyl]amino]pyrazolo[1,5-a]pyridine-3-carbonitrile CC1=C(C=NN1C1CN(C1)[C@@H]1CNCC1)C=1C=C(C=2N(C1)N=CC2C#N)N[C@H](C)C2=NC=CC=C2